NC(C(C)N1C(SC(=C1)COC=1C=CC2=C(C=C(O2)C)C1)C)=O N-(1-amino-1-oxopropan-2-yl)-2-methyl-5-((2-methylthiazol-5-yl)methoxy)benzofuran